C(C1CO1)N1C(N(C(N(C1=O)CC1CO1)=O)CC1CO1)=O tris(2,3-epoxypropyl)-s-triazine-2,4,6-trione